[(4S)-7,8-dichloro-6-(3-fluoro-2-pyridyl)-4-methyl-4H-[1,2,4]triazolo[1,5-a][1,4]benzodiazepin-2-yl]-(1-oxa-6-azaspiro[3.3]heptan-6-yl)methanone ClC1=C(C=CC2=C1C(=N[C@H](C=1N2N=C(N1)C(=O)N1CC2(CCO2)C1)C)C1=NC=CC=C1F)Cl